C(#N)C1=C(C=CC=C1)S(=O)(=O)NC1=C(C=C(C=C1)C1=NC=2C=NC(=NC2N(C1=O)C(C)C)NC1CCC(CC1)N(C)C)F 2-cyano-N-(4-(2-(((1r,4r)-4-(dimethyl-amino)cyclohexyl)-amino)-8-isopropyl-7-oxo-7,8-dihydropteridin-6-yl)-2-fluoro-phenyl)benzenesulfonamide